cis-methyl 4-[[3-[4-[2-(2-amino-3-pyridyl)-5-(2-fluorophenyl)imidazo[4,5-b]pyridin-3-yl]phenyl]pyrrolidin-1-yl]methyl]cyclohexanecarboxylate NC1=NC=CC=C1C1=NC=2C(=NC(=CC2)C2=C(C=CC=C2)F)N1C1=CC=C(C=C1)C1CN(CC1)C[C@H]1CC[C@H](CC1)C(=O)OC